FC(C1=CC=C(C=C1)N1N=NC(=C1COC1=CC=C(N=N1)N1CC(=CCC1)C(=O)NCC)C)F 1-(6-((1-(4-(Difluoromethyl)phenyl)-4-methyl-1H-1,2,3-triazol-5-yl)methoxy)pyridazine-3-yl)-N-ethyl-1,2,5,6-tetrahydropyridine-3-carboxamide